COC(=O)C=1C(=NC(=NC1)NC1=C(C=C(C(=C1)NC(C=C)=O)N1[C@@H]2CN([C@H](C1)C2)C)OC)C2=CN(C1=CC=CC=C21)C 2-((5-acrylamido-2-methoxy-4-((1S,4S)-5-methyl-2,5-diazabicyclo[2.2.1]heptan-2-yl)phenyl)amino)-4-(1-methyl-1H-indol-3-yl)pyrimidine-5-carboxylic acid methyl ester